FC1(CC(CC1)CN1CC=C2N1CC[C@H](C(N2C)=O)C2=NC(=NN2)C(=O)NC2CC2)F 1-[(3,3-difluorocyclopentyl)methyl]-N-(6S)-2-cyclopropyl-4-methyl-5-oxo-7,8-dihydro-6H-pyrazolo[1,5-a][1,3]diazepin-6-yl-1,2,4-triazole-3-carboxamide